ClC=1C=NN2C1N=C(C=C2N[C@@H]2C[C@H](CC2)NC(OC(C)(C)C)=O)\C(=C\C)\CC tert-butyl N-[(1S,3S)-3-[[3-chloro-5-[(E)-1-ethylprop-1-enyl]pyrazolo[1,5-a]pyrimidin-7-yl]amino]cyclopentyl]carbamate